1,4-dimethylolhexane C(O)CCCC(CC)CO